C(C)OC(=O)C1C2CC(CC12)=O 3-oxobicyclo[3.1.0]Hexane-6-carboxylic acid ethyl ester